(6S,7S)-6-((2,5-difluoro-[1,1'-biphenyl]-3-yl)methyl)-7-((fluoromethyl)sulfonamido)-N-((R)-1-fluoropropan-2-yl)-5-azaspiro[2.4]heptane-5-carboxamide FC1=C(C=C(C=C1C[C@@H]1N(CC2(CC2)[C@@H]1NS(=O)(=O)CF)C(=O)N[C@@H](CF)C)F)C1=CC=CC=C1